6-[3-[4-[[(4-cyclohexyl-butyl)amino]carbonyl]-1H-imidazol-1-yl]methyl-7-oxabicyclo-[2.2.1]-hept-2-yl]-4-hexenoic acid C1(CCCCC1)CCCCNC(=O)C=1N=CN(C1)CC1C(C2CCC1O2)CC=CCCC(=O)O